ClC=1C=C(OC=2N=C(SC2C2=NC(=NC=C2)N[C@@H]2CN(C[C@H](C2)F)C(=O)OC(C)(C)C)C)C=CC1NS(=O)(=O)CC(F)(F)F tert-butyl (3S,5S)-3-[[4-[4-[3-chloro-4-(2,2,2-trifluoroethylsulfonylamino)phenoxy]-2-methyl-thiazol-5-yl]pyrimidin-2-yl]amino]-5-fluoro-piperidine-1-carboxylate